[N+](=O)([O-])C1=CC=C(C(=O)NC2=CC(=C(C(=O)O)C=C2)C)C=C1 4-[(4-nitrobenzoyl)amino]-2-methyl-benzoic acid